4-((8-(3-(8-fluoro-1-oxo-1,2-dihydroisoquinolin-3-yl)propanoyl)-8-azabicyclo[3.2.1]octan-3-yl)oxy)benzonitrile FC=1C=CC=C2C=C(NC(C12)=O)CCC(=O)N1C2CC(CC1CC2)OC2=CC=C(C#N)C=C2